2'-(2,6-difluoro-3,5-dimethoxyphenyl)-6'-(1-((1-(methylsulfonyl)azetidin-3-yl)methyl)-1H-pyrazol-4-yl)-1'H-spiro[cyclopropane-1,4'-[2,7]naphthyridine]-3'(2'H)-one FC1=C(C(=C(C=C1OC)OC)F)N1CC2=CN=C(C=C2C2(C1=O)CC2)C=2C=NN(C2)CC2CN(C2)S(=O)(=O)C